C1=C(SC(=C1)Br)C2=C3C(=C(S2)C4=CC=C(S4)Br)NSN3 4,6-bis(5-bromo-2-thienyl)thieno[3,4-c][1,2,5]Thiadiazole